C(C=C)(=O)N1[C@@H](CN(C[C@@H]1C)C=1C2=C(N(C(N1)=O)C=1C(=NC=CC1C)C(C)C)N=C(C(=C2)Cl)C2=C(C=CC=C2)F)C (M)-4-(4-propenoyl-cis-3,5-dimethylpiperazin-1-yl)-6-chloro-7-(2-fluorophenyl)-1-(2-isopropyl-4-methylpyridin-3-yl)pyrido[2,3-d]pyrimidin-2(1H)-one